CN1CC(C1)(C)[C@@](C=1C=C(C=CC1)C1=NOC(=N1)CC1(CCC1)O)(C1=CC=C(C=C1)C(C)C)O 1-(3-{3-[(S)-(1,3-Dimethyl-azetidin-3-yl)-hydroxy-(4-isopropyl-phenyl)-methyl]-phenyl}-[1,2,4]oxadiazol-5-ylmethyl)-cyclobutanol